C(C)(C)(CC)OOC1(C=CCCC1)OOC(C)(C)CC 1,1-di(t-amylperoxy)cyclohexene